NC(C)C=1N(C(C2=C(C=CC=C2C1)Cl)=O)C1=CC=CC=C1 (1-aminoethyl)-8-chloro-2-phenylisoquinolin-1(2H)-one